FC(C(O)C=1C=C(C=CC1)CC(=O)OCC)(F)F Ethyl 2-(3-(2,2,2-trifluoro-1-hydroxyethyl)phenyl)acetate